2-(5-chloro-1-(1-methyl-1H-pyrazol-4-yl)-1H-indazol-6-yl)-2,5-diazabicyclo[2.2.2]octane ClC=1C=C2C=NN(C2=CC1N1C2CNC(C1)CC2)C=2C=NN(C2)C